C(C)C(CN1C(=C(C(C2=C(C=C(C=C12)OC1OCCCC1)OC1OCCCC1)=O)OC1OCCCC1)C1=CC(=C(C(=C1)OC1OCCCC1)OC1OCCCC1)OC1OCCCC1)CCCC N-(2-ethylhexyl)-2-(3,4,5-tri-tetrahydropyranyloxyphenyl)-3,5,7-tri-tetrahydropyranyloxylquinolin-4-one